5-(4-((3-ethyl-9-fluoro-2-oxo-2,3-dihydro-1H-pyrimido[4,5,6-de]quinazolin-8-yl)methyl)piperazin-1-yl)-N-((1r,3r)-3-hydroxycyclobutyl)-6-methylpicolinamide C(C)N1C(NC2=C(C(=CC=3C2=C1N=CN3)CN3CCN(CC3)C=3C=CC(=NC3C)C(=O)NC3CC(C3)O)F)=O